6-isopropyl-10-methoxy-2-oxo-9-(1-propyl-1H-pyrazol-4-yl)-6,7-dihydro-2H-pyrido[2,1-a]isoquinoline-3-carboxylic acid ethyl ester C(C)OC(=O)C=1C(C=C2N(C(CC3=CC(=C(C=C23)OC)C=2C=NN(C2)CCC)C(C)C)C1)=O